(S)-methyl 2-((S)-2-amino-3-cyclobutylpropanamido)-3-((S)-2-oxopyrrolidin-3-yl)propanoate N[C@H](C(=O)N[C@H](C(=O)OC)C[C@H]1C(NCC1)=O)CC1CCC1